N-(8'-bromo-4'H-spiro[cyclopropane-1,5'-naphtho[2,1-d]isoxazol]-3'-yl)-2,6-difluorobenzenesulfonamide BrC1=CC=C2C3(CC=4C(=NOC4C2=C1)NS(=O)(=O)C1=C(C=CC=C1F)F)CC3